4-methylcyclohexane-1,2-dicarboxylic anhydride CC1CC2C(CC1)C(=O)OC2=O